4-(3-((2-((1-(3-(pyrrolidin-1-yl)propyl)-1H-pyrazol-4-yl)amino)-5-(trifluoromethyl)pyrimidin-4-yl)amino)propyl)-1,4-oxazepan-5-one N1(CCCC1)CCCN1N=CC(=C1)NC1=NC=C(C(=N1)NCCCN1CCOCCC1=O)C(F)(F)F